BrC=1N(C2=C(C(=CC=C2C1SC1=CC=CC(=N1)C(=O)O)Cl)F)C=1C=NN(C1)C(C)C 6-((2-bromo-6-chloro-7-fluoro-1-(1-isopropyl-1H-pyrazol-4-yl)-1H-indol-3-yl)thio)picolinic acid